CSC1=NC=C(C=N1)C(NCCOCCOCCOCCOCCOCCOCCOCCOCCOCC(=O)NCC(=O)NCC(=O)N[C@@H](CC1=CC=CC=C1)C(=O)O)=O (1-(2-(Methylthio)pyrimidin-5-yl)-1-oxo-5,8,11,14,17,20,23,26,29-nonaoxa-2-azahentriacontan-31-oyl)-glycyl-glycyl-L-phenylalanine